1-Ethyl-4-(6-((4-(imidazo[1,2-a]pyridin-3-yl)pyrimidin-2-yl)ammonio)pyridin-3-yl)piperazin-1-ium formate C(=O)[O-].C(C)[NH+]1CCN(CC1)C=1C=NC(=CC1)[NH2+]C1=NC=CC(=N1)C1=CN=C2N1C=CC=C2.C(=O)[O-]